COCC[N-]C 2-methoxy-N-methylethyl-Amide